ClC1=C(C=CC(=C1)Cl)[C@@H](C)OC1=C2C(=NC(=C1)N1CC(C1)[C@@H]1CN(CCC1)CCO)N=NN2 2-[(3R)-3-(1-{7-[(1R)-1-(2,4-dichlorophenyl)ethoxy]-1H-[1,2,3]triazolo[4,5-b]pyridin-5-yl}azetidin-3-yl)piperidin-1-yl]ethanol